(S)-1-methyl-5-((5-(1-methyl-1H-benzo[d][1,2,3]triazol-6-yl)-7H-pyrrolo[2,3-d]pyrimidin-2-yl)amino)piperidin-2-one CN1C(CC[C@@H](C1)NC=1N=CC2=C(N1)NC=C2C=2C=CC1=C(N(N=N1)C)C2)=O